FC=1C=C(C=CC1NC1=NC=C(C=N1)C1CC(C1)CO)S(=O)(=O)N 3-fluoro-4-((5-(3-(hydroxymethyl)cyclobutyl)pyrimidin-2-yl)amino)benzenesulfonamide